FC1(CNC(N(C1)[C@H](COC)C1=CC=2N(N=C1)C=C(N2)C(CCC2(CC2)C(F)(F)F)N[S@@](=O)C(C)(C)C)=O)F (S)-N-(1-(7-((S)-1-(5,5-difluoro-2-oxotetrahydropyrimidin-1(2H)-yl)-2-methoxyethyl)imidazo[1,2-b]pyridazin-2-yl)-3-(1-(trifluoromethyl)cyclopropyl)propyl)-2-methylpropane-2-sulfinamide